2-hydroxy-trimethylolpropane OC(C(CO)(CO)CO)C